FC1=CC=C(C=C1)C=1N=C(SC1C1=NC(=NC=C1)NC1=C(C=C(C(=C1)C=1C=NN(C1)C)N1CCOCC1)OC)NS(=O)(=O)CC N-(4-(4-fluorophenyl)-5-(2-((2-methoxy-5-(1-methyl-1H-pyrazol-4-yl)-4-morpholinophenyl)amino)pyrimidin-4-yl)thiazol-2-yl)ethanesulfonamide